C(C=C)(=O)NCCOCCOCCNC(OCC1C2=CC=CC=C2C=2C=CC=CC12)=O (9H-fluoren-9-yl)methyl (2-(2-(2-acrylamidoethoxy)ethoxy)ethyl)carbamate